(4-iodoisothiazol-5-yl)carbamate IC=1C=NSC1NC([O-])=O